C(C)OCOC1=C(C=CC(=C1)C#C)C1=C(C=C(N=N1)NC(CN(C(OC(C)(C)C)=O)C)=O)C tert-butyl (2-((6-(2-(ethoxymethoxy)-4-ethynylphenyl)-5-methylpyridazin-3-yl)amino)-2-oxoethyl)(methyl)carbamate